(Z)-5-(6-((4-bromo-2,6-difluorophenethyl)amino)pyrimidin-4-yl)-N'-hydroxypicolinimidamide BrC1=CC(=C(CCNC2=CC(=NC=N2)C=2C=CC(=NC2)/C(/N)=N/O)C(=C1)F)F